4-(ethylsulfonyl)-2-nitroaniline C(C)S(=O)(=O)C1=CC(=C(N)C=C1)[N+](=O)[O-]